[N+](=O)([O-])C1=C(C(=CC=C1)C)C Nitroo-xylene